Cl.NC/C(/CN1N=CN(C1=O)CC=1SC(=CC1)\C=C\C1=CC(=CC=C1)F)=C\F 2-[(2E)-2-(aminomethyl)-3-fluoroprop-2-en-1-yl]-4-(5-[(E)-2-(3-fluorophenyl)vinyl]thiophen-2-ylmethyl)-2,4-dihydro-3H-1,2,4-triazol-3-one hydrochloride